ethyl 1-(7-(aminomethyl)-1,6-naphthyridin-2-yl)piperidine-3-carboxylate NCC1=NC=C2C=CC(=NC2=C1)N1CC(CCC1)C(=O)OCC